1-{5-chloro-2-[3-fluoro-4-(4-methyl-piperazin-1-yl)-phenylamino]-pyrimidin-4-yl}-1H-indole-3-carboxamide ClC=1C(=NC(=NC1)NC1=CC(=C(C=C1)N1CCN(CC1)C)F)N1C=C(C2=CC=CC=C12)C(=O)N